tert-butyl 6-((6R,8R)-3-cyano-4-(2-fluoro-6-(1-hydroxyethyl) phenyl)-7,7-dimethyl-5,6,7,8-tetrahydro-6,8-methanoquinolin-2-yl)-2,6-diazaspiro[3.4]octane-2-carboxylate C(#N)C=1C(=NC=2[C@H]3C([C@@H](CC2C1C1=C(C=CC=C1C(C)O)F)C3)(C)C)N3CC1(CN(C1)C(=O)OC(C)(C)C)CC3